CO[C@H]1CN(CC1)[C@@H]1[C@@H](CCC1)OC=1C=C2CN(C(C2=CC1)=O)C1C(NC(CC1)=O)=O 3-(5-(((1R,2S)-2-((R)-3-methoxypyrrolidin-1-yl)cyclopentyl)oxy)-1-oxoisoindolin-2-yl)piperidine-2,6-dione